[Sn].[Bi].[In].C(=O)(OC(C)(C)C)N[C@H]1CC[C@H](CC1)O cis-4-Bocaminocyclohexanol indium bismuth tin